diethyl ({[(2S)-2-{[(4-bromophenyl)carbamoyl]amino}pentanoyl]amino}methyl)phosphonate BrC1=CC=C(C=C1)NC(=O)N[C@H](C(=O)NCP(OCC)(OCC)=O)CCC